FC=1N=CC=C2C1NC=C2C(C2CN(C2)C(=O)OC(C)(C)C)O tert-butyl 3-((7-Fluoro-1H-pyrrolo[2,3-c]pyridin-3-yl)(hydroxy)methyl)-azetidine-1-carboxylate